O=C1N(CCC(N1)=O)C=1C=C(C(=O)O)C=CC1OC 3-(2,4-dioxotetrahydropyrimidine-1(2H)-yl)-4-methoxybenzoic acid